Cl.N1CCC(CC1)COC1=NC=C(C=C1)C(F)(F)F 2-(piperidin-4-ylmethoxy)-5-(trifluoromethyl)pyridine hydrochloride